4-Hydroxy-N-[2-(pyridin-3-yl)-1,3-benzoxazol-5-yl]pyridine-2-carboxamide OC1=CC(=NC=C1)C(=O)NC=1C=CC2=C(N=C(O2)C=2C=NC=CC2)C1